8-(2,2-dimethyl-propyl)-6-fluoro-2-methylsulfanyl-8H-pyrido[2,3-d]pyrimidin-7-one CC(CN1C(C(=CC2=C1N=C(N=C2)SC)F)=O)(C)C